1-(4-(4-(Methylsulfonyl)piperazin-1-yl)phenyl)-1H-indazol-6-ol CS(=O)(=O)N1CCN(CC1)C1=CC=C(C=C1)N1N=CC2=CC=C(C=C12)O